3-(((2,5-bis(trifluoromethyl)pyrazolo[1,5-a]pyrimidin-7-yl)amino)methyl)-N-(3-cyanobicyclo[1.1.1]pentan-1-yl)-3-(3,5-difluorophenyl)azetidine-1-carboxamide FC(C1=NN2C(N=C(C=C2NCC2(CN(C2)C(=O)NC23CC(C2)(C3)C#N)C3=CC(=CC(=C3)F)F)C(F)(F)F)=C1)(F)F